tert-butyl ((3R,6S)-6-(hydrazinecarbonyl)tetrahydro-2H-pyran-3-yl)carbamate N(N)C(=O)[C@@H]1CC[C@H](CO1)NC(OC(C)(C)C)=O